OC1=CC=C(C=C1)C#CC#CCC(CO)O 7-(4-hydroxyphenyl)hepta-4,6-diyne-1,2-diol